(S)-N-(1-(6,7-difluoro-1-methoxyisoquinolin-4-yl)ethyl)-5,6-difluoro-N-methyl-1H-indole-2-carboxamide FC=1C=C2C(=CN=C(C2=CC1F)OC)[C@H](C)N(C(=O)C=1NC2=CC(=C(C=C2C1)F)F)C